methyl 2-[(1S)-7-chloro-8-methoxy-2-(2-methoxyacetyl)-1-methyl-1,3-dihydropyrrolo[3,4-c]quinolin-6-yl]acetate ClC=1C(=CC=2C3=C(C=NC2C1CC(=O)OC)CN([C@H]3C)C(COC)=O)OC